3-(((2-aminoethyl)(ethyl)amino)methyl)-5-bromobenzonitrile NCCN(CC)CC=1C=C(C#N)C=C(C1)Br